C1(=CC=CC=C1)S(=O)(=O)N1C2=NC=C3N(C(N(C3=C2C=C1Br)C1CC(C1)NC(OC(C)(C)C)=O)=O)C tert-Butyl N-[3-[10-(benzenesulfonyl)-11-bromo-5-methyl-4-oxo-3,5,8,10-tetrazatricyclo[7.3.0.02,6]dodeca-1,6,8,11-tetraen-3-yl]cyclobutyl]carbamate